ClC=1C=C2CCC[C@]3(C2=CC1)CN(C1=C(OC3)C=CC(=C1)C(=O)OC(C)(C)C)C[C@H]1[C@@H](CC1)C=C (S)-TERT-BUTYL 6'-CHLORO-5-(((1R,2S)-2-VINYLCYCLOBUTYL)METHYL)-3',4,4',5-TETRAHYDRO-2H,2'H-SPIRO[BENZO[B][1,4]OXAZEPINE-3,1'-NAPHTHALENE]-7-CARBOXYLATE